S(=O)(=O)(O)O.C(CCCCCCCCCCC)[Na] Dodecyl-Sodium sulfate